3-bromophenyl-5-(4-hydroxyphenyl)-6-(4-(6-selenocyanohexanamido) phenyl)-7-oxabicyclo[2.2.1]hept-5-ene-2-sulfonate BrC=1C=C(C=CC1)OS(=O)(=O)C1C2C(=C(C(C1)O2)C2=CC=C(C=C2)O)C2=CC=C(C=C2)NC(CCCCC[Se]C#N)=O